N'-(3-bromo-2-fluorobenzoyl)-N,N-dimethylformohydrazonamide BrC=1C(=C(C(=O)NN=CN(C)C)C=CC1)F